C(=C)C1=NC(=NC(=N1)C1=CC=CC=C1)N 4-Vinyl-6-phenyl-1,3,5-triazin-2-amine